2-(4-(dimethylamino)piperidin-1-yl)-N-(6-(furan-3-yl)-2-(3-hydroxy-3-methylbutyl)-2H-indazol-5-yl)thiazole-4-carboxamide CN(C1CCN(CC1)C=1SC=C(N1)C(=O)NC1=CC2=CN(N=C2C=C1C1=COC=C1)CCC(C)(C)O)C